FC(C(=O)O)(F)F.CC1(CCCC1)C(CC#N)N1N=CC(=C1)C=1C2=C(N=CN1)NC=C2 3-(1-Methylcyclopentyl)-3-[4-(7H-pyrrolo[2,3-d]pyrimidin-4-yl)-1H-pyrazol-1-yl]propane-nitrile trifluoroacetate salt